Cl.NC1CCC(CC1)C(=O)O (1r,4r)-4-aminocyclohexane-1-carboxylate hydrochloride